2-(3-(2-(5-(2-Oxohexahydro-1H-thieno[3,4-d]imidazol-4-yl)pentanamido)ethyl)ureido)ethyl acrylate C(C=C)(=O)OCCNC(=O)NCCNC(CCCCC1SCC2NC(NC21)=O)=O